(1,3-dimethyl-1H-pyrazol-4-yl)(4-(2-(2,6-dimethylpyridin-4-yl)-3-isopropyl-1H-indol-5-yl)piperidin-1-yl)methanone CN1N=C(C(=C1)C(=O)N1CCC(CC1)C=1C=C2C(=C(NC2=CC1)C1=CC(=NC(=C1)C)C)C(C)C)C